trans-N-(4-((5-chloropyridin-3-yl)oxy)cyclohexyl)-5-(4-cyanophenoxy)-2,2-dimethylpentanamide ClC=1C=C(C=NC1)O[C@@H]1CC[C@H](CC1)NC(C(CCCOC1=CC=C(C=C1)C#N)(C)C)=O